N-((1R)-2-((4-tert-butyl-3-chlorophenyl)amino)-2-oxo-1-(tetrahydro-2H-pyran-4-yl)ethyl)-3,3,3-trifluoropropanamide C(C)(C)(C)C1=C(C=C(C=C1)NC([C@@H](C1CCOCC1)NC(CC(F)(F)F)=O)=O)Cl